NCC1=NC(=CC(=C1)C(=O)OC)OC1=C(C=C(C=C1)O)F methyl 2-(aminomethyl)-6-(2-fluoro-4-hydroxy-phenoxy)pyridine-4-carboxylate